ethyl 1-cyclopropyl-3-(trifluoromethyl)-1H-pyrazole-5-carboxylate C1(CC1)N1N=C(C=C1C(=O)OCC)C(F)(F)F